[N+](=O)([O-])C1=CC=C(NC([C@@H](NC(C2=CC=CC=C2)=O)CCCNC(N)=N)=O)C=C1 benzoyl-arginine-p-nitroanilide